4-(3-bromoimidazo[1,2-a]pyrazin-6-yl)benzoic acid BrC1=CN=C2N1C=C(N=C2)C2=CC=C(C(=O)O)C=C2